C1=CC(=CC(=C1)S(=O)(=O)O)S(=O)(=O)O The molecule is a member of the class of benzenesulfonic acids consisting of benzene carrying two sulfo groups at positions 1 and 3 respectively. It has a role as a metabolite.